5-(bromomethyl)-2-methyl-2H-tetrazole BrCC=1N=NN(N1)C